3-hydroxy-5-methoxybenzo[b]Thiophene-6-carbonitrile OC=1C2=C(SC1)C=C(C(=C2)OC)C#N